IC12CC3(CC(CC(C1)C3)(C2)O)O 5-iodo-1,3-dihydroxyadamantane